tert-Butyl 5-hydroxy-5-(2-chloro-5-pyridyl)-2-azabicyclo[2.2.2]octane-2-carboxylate OC1(C2CN(C(C1)CC2)C(=O)OC(C)(C)C)C=2C=CC(=NC2)Cl